(1r,2s)-2-(3-((2-(difluoromethoxy)-6-methylpyridin-3-yl)carbamoyl)-3-(2-isopropylphenyl)azetidine-1-carbonyl)cyclopropane-1-carboxylic acid FC(OC1=NC(=CC=C1NC(=O)C1(CN(C1)C(=O)[C@@H]1[C@@H](C1)C(=O)O)C1=C(C=CC=C1)C(C)C)C)F